5-{6-[2-(2,7-Dimethyl-benzo[b]thiophen-3-yl)-ethylamino]-pyrimidin-4-yl}-benzofuran CC1=C(C2=C(S1)C(=CC=C2)C)CCNC2=CC(=NC=N2)C=2C=CC1=C(C=CO1)C2